N-(5-chloro-6-(2H-1,2,3-triazol-2-yl)pyridin-3-yl)-1-(6-fluoroquinolin-7-yl)-5-(trifluoromethyl)-1H-pyrazole-4-carboxamide ClC=1C=C(C=NC1N1N=CC=N1)NC(=O)C=1C=NN(C1C(F)(F)F)C1=C(C=C2C=CC=NC2=C1)F